N=C1S\C(\C(N1)=O)=C/C1=CN(C2=CC=CC=C12)C1=CC=CC=C1 (Z)-2-imino-5-((1-phenyl-1H-indol-3-yl)methylene)thiazolidin-4-one